3-maleimidopropionic acid N-succinimidyl ester C1CC(=O)N(C1=O)OC(=O)CCN2C(=O)C=CC2=O